iron (ii) phenoxide [O-]C1=CC=CC=C1.[Fe+2].[O-]C1=CC=CC=C1